Mercaptotriethylamine SCCN(CC)CC